ClC1=CC=C(C(=N1)C(=O)O)N[C@H](C)C=1C=C(C=C2C(C3=C(C=4C=CC=NC4CC3)OC12)=O)F (R)-6-chloro-3-((1-(9-fluoro-7-oxo-5,7-dihydro-6H-chromeno[2,3-f]quinolin-11-yl)ethyl)amino)picolinic acid